NC1=CC=C(C(=O)N/N=C/C2=CC(=CC=C2)OCC2=COC3=C(C2=O)C=CC=C3)C=C1 (E)-4-amino-N'-(3-((4-oxo-4H-benzopyran-3-yl)methoxy)benzylidene)benzoyl-hydrazine